FC1=C(C=C2CC([C@H](C2=C1)NC(O[C@@H]1CN2CCC1CC2)=O)(C)C)C2=CC(=CC(=C2)OCC(F)(F)F)F (S)-quinuclidin-3-yl ((R)-6-fluoro-5-(3-fluoro-5-(2,2,2-trifluoroethoxy)phenyl)-2,2-dimethyl-2,3-dihydro-1H-inden-1-yl)carbamate